COCC(OCC(OCC(C)OCC1=CC=CC=C1)C)C tripropylene glycol benzyl methyl ether